NC1=NC2=C(C=C(C=C2C=N1)C1=C(C=CC=C1)Cl)C=1C=C(C=CC1)NC(C=C)=O N-(3-(2-amino-6-(2-chloro-phenyl)quinazolin-8-yl)phenyl)acrylamide